4-amino-N-((5-chloro-2-pyridinyl)methyl)-N,1-dimethyl-1H-pyrazolo[4,3-c]quinoline-8-carboxamide NC1=NC=2C=CC(=CC2C2=C1C=NN2C)C(=O)N(C)CC2=NC=C(C=C2)Cl